N1-{3-[{(1R)-1-[1-benzyl-4-(2,5-difluorophenyl)-1H-pyrrol-2-yl]-2,2-dimethylpropyl}(hydroxyacetyl)amino]propyl}-L-aspartamide C(C1=CC=CC=C1)N1C(=CC(=C1)C1=C(C=CC(=C1)F)F)[C@@H](C(C)(C)C)N(CCCNC([C@@H](N)CC(=O)N)=O)C(CO)=O